6-Methoxy-2-methyl-heptane-3-thiol COC(CCC(C(C)C)S)C